OCC(C)C1=C(NC2=CC=C(C=C12)C1CCNCC1)C1=CC(=NC(=C1)C)C 4-(3-(1-hydroxypropan-2-yl)-5-(piperidin-4-yl)-1H-indol-2-yl)-2,6-dimethylpyridine